(R)-N-((S)-1-(4-(3,3-dimethyl-2-oxoindolin-1-yl)piperidin-1-yl)-1-oxo-4-phenylbutan-2-yl)piperidine-3-carboxamide L-lactic acid salt C([C@@H](O)C)(=O)O.CC1(C(N(C2=CC=CC=C12)C1CCN(CC1)C([C@H](CCC1=CC=CC=C1)NC(=O)[C@H]1CNCCC1)=O)=O)C